C1OCC12CN(C2)C2CCC(CC2)NC2=C1C=C(N(C1=CC=C2)CC(F)(F)F)C#CCNC2=CC(=C(C(=O)N)C=C2OC)F 4-((3-(4-(((1S,4S)-4-(2-oxa-6-azaspiro[3.3]heptan-6-yl)cyclohexyl)amino)-1-(2,2,2-trifluoroethyl)-1H-indol-2-yl)prop-2-yn-1-yl)amino)-2-fluoro-5-methoxybenzamide